C1(=C(C(=CC(=C1)C)C)[B-](C1=C(C=C(C=C1C)C)C)(C1=C(C=C(C=C1C)C)C)C1=C(C=C(C=C1C)C)C)C.C1(CCCCC1)[PH+](C1=CC(=CC(=C1)OCC(F)(F)F)OCC(F)(F)F)C1CCCCC1 dicyclohexyl-(3,5-di-(trifluoroethoxy)phenyl)phosphonium tetramesitylborate